5-(2-aminoethyl)-1-methyl-4-oxo-1h,4h,5h,6h,7h-pyrrolo[3,2-c]pyridine-2-carboxylic acid ethyl ester C(C)OC(=O)C1=CC=2C(N(CCC2N1C)CCN)=O